7-((4-(4-methylpiperidin-1-yl)phenyl)amino)-2H-pyrido[3,2-b][1,4]oxazin-3(4H)-one CC1CCN(CC1)C1=CC=C(C=C1)NC1=CC=2OCC(NC2N=C1)=O